C(CC)[SiH](O)CCC di-n-propylsilanol